FC1=C(C=C(C=C1)C(C)SC=1N(C=CN1)C)NC(=O)C1=NC(=CC=C1)C(F)(F)F N-[2-fluoro-5-[1-(1-methylimidazol-2-yl)sulfanylethyl]phenyl]-6-(trifluoro-methyl)pyridine-2-carboxamide